1-(bicyclo[2.1.1]hexan-2-yl)-4-((6-phenylpyridazin-3-yl)methyl)piperazine-2,3-dione C12C(CC(C1)C2)N2C(C(N(CC2)CC=2N=NC(=CC2)C2=CC=CC=C2)=O)=O